(S)-(3S,5R,8R,9S,10S,13R,14S,17R)-14-hydroxy-10,13-dimethyl-17-(2-oxo-2H-pyran-5-yl)hexadecahydro-1H-cyclopenta[a]phenanthren-3-yl 2-amino-3-methylbutanoate N[C@H](C(=O)O[C@H]1CC[C@@]2([C@H]3CC[C@@]4([C@H](CC[C@@]4([C@@H]3CC[C@@H]2C1)O)C=1C=CC(OC1)=O)C)C)C(C)C